trifluoropropanesulfonic acid pyridine salt N1=CC=CC=C1.FC(CCS(=O)(=O)O)(F)F